4-(5-(2-chloro-5-fluoropyridin-4-yl)-7H-pyrrolo[2,3-d]pyrimidin-4-yl)morpholine ClC1=NC=C(C(=C1)C1=CNC=2N=CN=C(C21)N2CCOCC2)F